[C@H]12COC[C@H](CC(C1)OC=1C(=CC(=NC1)C)C1=CC=3N(C=C1)N=C(C3)NC=3C(=NN(C3)C)C(C(F)(F)F)=O)N2 1-(4-((5-(5-(((1R,5S,7s)-3-oxa-9-azabicyclo[3.3.1]nonan-7-yl)oxy)-2-methylpyridin-4-yl)pyrazolo[1,5-a]pyridin-2-yl)amino)-1-methyl-1H-pyrazol-3-yl)-2,2,2-trifluoroethan-1-one